C(C)(=O)O.C(C)(=O)O.C(CCCCCCCCCCCCCCC)(=O)NCC(C)NC(CCCCCCCCCCCCCCC)=O N,N'-dipalmitoyl-propylenediamine diacetic acid